C(C1=CC=CC=C1)O[C@H]1[C@@H](CCC1)NC(C1=CC(=CC=C1)N1C=NN=C1)=O N-((1R,2R)-2-(benzyloxy)cyclopentyl)-3-(4H-1,2,4-triazol-4-yl)benzamide